6-cyclopropyl-1-methyl-4-[4-methyl-4-(5-methyl-1,3-benzooxazol-2-yl)piperidin-1-yl]-2-oxo-1,2-dihydroquinoline-3-carbonitrile C1(CC1)C=1C=C2C(=C(C(N(C2=CC1)C)=O)C#N)N1CCC(CC1)(C=1OC2=C(N1)C=C(C=C2)C)C